FCCCO 3-fluoropropane-1-ol